COC=1C=C(C=CC1OC)C1=CCC2(C(CCC2=O)=O)CC1 8-(3,4-dimethoxyphenyl)-1,4-dioxospiro[4.5]dec-7-ene